OC1=CC=C(C=C1)C1=NC2=C(N1)C=CC(=C2)N2C(C1=CC=C(C=C1C2)N2CCCCC2)=O 2-(2-(4-hydroxyphenyl)-1H-benzimidazol-5-yl)-5-(piperidin-1-yl)isoindolin-1-one